tert-butyl (R)-(3-methyl-1-((2-((4-(4-morpholino-7-((2-(trimethylsilyl)ethoxy)methyl)-7H-pyrrolo[2,3-d]pyrimidin-6-yl)phenyl)carbamoyl)pyridin-4-yl)methyl)pyrrolidin-3-yl)carbamate C[C@@]1(CN(CC1)CC1=CC(=NC=C1)C(NC1=CC=C(C=C1)C1=CC2=C(N=CN=C2N2CCOCC2)N1COCC[Si](C)(C)C)=O)NC(OC(C)(C)C)=O